C(CC(C)=O)SCCC(C)=O DI(BUTAN-3-ONE-1-YL) SULFIDE